2-(1,3-dithian-2-yl)phenyl cinnamate C(C=CC1=CC=CC=C1)(=O)OC1=C(C=CC=C1)C1SCCCS1